5-ethylnaphthalene-2-ol trifluoroacetic acid Salt FC(C(=O)O)(F)F.C(C)C1=C2C=CC(=CC2=CC=C1)O